N1C=NC=C1CO 1H-imidazol-5-methanol